CN1C(C2=CC=CC=3C2=C(C1=O)C=CC3C=3C=CC=1N(C2=CC=CC=C2C1C3)C3=CC=CC=C3)=O 2-methyl-6-(9-phenyl-9H-carbazol-3-yl)-1H-benzo[de]isoquinoline-1,3(2H)-dione